3-bromo-N-(2,2-difluoroethyl)-2-fluoroaniline BrC=1C(=C(NCC(F)F)C=CC1)F